N(=[N+]=[N-])C1=CC=C(COC2=CC=C3C(=CC(OC3=C2)=O)CC(=O)NCC(=O)OC)C=C1 Methyl (2-(7-((4-azidobenzyl)oxy)-2-oxo-2H-chromen-4-yl)acetyl)glycinate